COC([C@H](CCBr)NC(=O)OCC1=CC=CC=C1)=O (2S)-2-(benzyloxycarbonylamino)-4-bromobutanoic acid methyl ester